di-(1-butyl)phosphine C(CCC)PCCCC